1-(tert-butoxycarbonyl)-pyrrolidine-3-carboxylic acid C(C)(C)(C)OC(=O)N1CC(CC1)C(=O)O